5-vinyl-pyridine C(=C)C=1C=CC=NC1